CC=1N=C2N(N=C(C(=C2)C)C[C@@H]2CC[C@H](CC2)C(=O)OC)C1 methyl trans-4-[(2,7-dimethylimidazo[1,2-b]pyridazin-6-yl)methyl]cyclohexanecarboxylate